C(#N)N1[C@H]2[C@@H](C[C@@H]1CC2)NC(C2=CC=C(C=C2)SC2=C(C=CC=C2)C#N)=O N-((1R,2R,4S)-7-cyano-7-azabicyclo[2.2.1]heptan-2-yl)-4-((2-cyanophenyl)sulfanyl)benzamide